2-(benzo[d][1,3]dioxol-5-yl)aniline O1COC2=C1C=CC(=C2)C2=C(N)C=CC=C2